F[C@H]1[C@H]2CC[C@@H](C[C@@H]1N(C1=CC=C(N=N1)C1=C(C=C(C=C1)N1C=NC=C1)O)C)N2C 2-(6-(((1R,2S,3S,5S)-2-fluoro-8-methyl-8-azabicyclo[3.2.1]octan-3-yl)(methyl)amino)pyridazin-3-yl)-5-(1H-imidazol-1-yl)phenol